(3S)-3-[{6-cyclopropyl-2-(ethanesulfonyl)-7-(6-fluoro-5-methyl-1H-indazol-4-yl)-8-[(1S)-tert-butyl 1-phenylethoxy]quinazolin-4-yl}(methyl)amino]pyrrolidine-1-carboxylate C1(CC1)C=1C=C2C(=NC(=NC2=C(C1C1=C2C=NNC2=CC(=C1C)F)O[C@@H](CC(C)(C)C)C1=CC=CC=C1)S(=O)(=O)CC)N([C@@H]1CN(CC1)C(=O)[O-])C